3-FORMYL-1H-INDAZOLE-6-CARBONITRILE C(=O)C1=NNC2=CC(=CC=C12)C#N